CN[C@@H](CC1=CC=C(C=C1)N)C(=O)O L-N-methyl-4-aminophenylalanine